ClC=1C(=NC(=CN1)CCCC(F)(F)F)N1CCC(CC1)C#N 1-(3-chloro-6-(4,4,4-trifluorobutyl)pyrazin-2-yl)piperidine-4-carbonitrile